N1(C=CC2=CC=CC=C12)CC1=CC=C(C(=O)NC=2SC=C(N2)C=2SC=CC2)C=C1 4-(indol-1-ylmethyl)-N-(4-(thiophen-2-yl)thiazol-2-yl)benzamide